C(=O)(O)C1CCN(CC1)C(=O)[C@H]1[C@H](C1)CC(N1N=CC(=C1)C1=CC=CC=C1)C1=[N+](C=C(C=C1)C1=C(C(=CC=C1N1N=NN=C1)Cl)F)[O-] |o1:11,12| 2-(2-((1R*,2R*)-2-(4-Carboxypiperidine-1-carbonyl)cyclopropyl)-1-(4-phenyl-1H-pyrazol-1-yl)ethyl)-5-(3-chloro-2-fluoro-6-(1H-tetrazol-1-yl)phenyl)pyridine 1-oxide